Cl.NC1=CC=C(C=C1)C1=C(C2=C(N(C(N(C2=O)C=2N=NC(=CC2)OC)=O)CC2=C(C=CC=C2F)F)S1)CN(C)C 6-(4-aminophenyl)-1-(2,6-difluorobenzyl)-5-dimethylaminomethyl-3-(6-methoxypyridazin-3-yl)thieno[2,3-d]pyrimidine-2,4(1H,3H)-dione hydrochloride